1-ethyl-6-fluoro-7-(4-methylpiperazin-1-yl)-3-[3-(pyridin-3-yl)acryloyl]-[1,8]naphthyridin-4(1H)-one C(C)N1C=C(C(C2=CC(=C(N=C12)N1CCN(CC1)C)F)=O)C(C=CC=1C=NC=CC1)=O